2-[1-[3-[(3S)-2,6-dioxo-3-piperidyl]-1-methyl-indazol-6-yl]-4-piperidyl]acetic acid O=C1NC(CC[C@H]1C1=NN(C2=CC(=CC=C12)N1CCC(CC1)CC(=O)O)C)=O